1-(5Z,8Z,11Z,14Z-eicosatetraenoyl)-2-nonadecanoyl-glycero-3-phospho-(1'-sn-glycerol) CCCCCCCCCCCCCCCCCCC(=O)O[C@H](COC(=O)CCC/C=C\C/C=C\C/C=C\C/C=C\CCCCC)COP(=O)(O)OC[C@H](CO)O